C(C)OC(C(=CC(=O)C1=NOC=C1)N(C)OC)=O 4-(isoxazol-3-yl)-2-(methoxy(methyl)amino)-4-oxobut-2-enoic acid ethyl ester